OC[C@@]1(O)[C@@H](O)[C@@H](O)[C@@H](O)CO1 beta-L-psicose